1-(1',4-dimethyl-1-phenyl-1H,1'H-[3,3'-bipyrazol]-5-yl)-3-((3S,4R)-4-(4-fluorophenyl)-1-(2-methoxyethyl)pyrrolidin-3-yl)urea CN1N=C(C=C1)C1=NN(C(=C1C)NC(=O)N[C@@H]1CN(C[C@H]1C1=CC=C(C=C1)F)CCOC)C1=CC=CC=C1